(1S,4s)-1-methyl-4-((5-(3-methylimidazo[1,2-a]pyrimidin-6-yl)pyrrolo[2,1-f][1,2,4]triazin-2-yl)amino)cyclohexane-1-ol CC1(CCC(CC1)NC1=NN2C(C=N1)=C(C=C2)C=2C=NC=1N(C2)C(=CN1)C)O